bis((7-(4-(4-(benzo[b]thiophen-4-yl)piperazin-1-yl)butoxy)quinolin-2-yloxy)methyl)heptanedioate S1C2=C(C=C1)C(=CC=C2)N2CCN(CC2)CCCCOC2=CC=C1C=CC(=NC1=C2)OCOC(CCCCCC(=O)OCOC2=NC1=CC(=CC=C1C=C2)OCCCCN2CCN(CC2)C2=CC=CC=1SC=CC12)=O